C(C)C=1C=C(C=CC1OCC1OC1)C1=CCC(CC1)C1=CC=C(C=C1)OCC1OC1 1-{3-Ethyl-4-(oxiranylmethoxy)phenyl}-4-{4-(oxiranylmethoxy)phenyl}-1-cyclohexene